CC1=CC=CC(=N1)NC(=O)[C@H]1N([C@@H]2CC[C@H]1C2)C(CN2C=C(C1=CC(=CC=C21)C=2C1=C(NN2)C=CS1)C(=O)N)=O 1-(2-((1R,3S,4S)-3-(6-methylpyridin-2-ylcarbamoyl)-2-azabicyclo[2.2.1]heptan-2-yl)-2-oxoethyl)-5-(1H-thieno[3,2-c]pyrazol-3-yl)-1H-indole-3-carboxamide